ClC=1C(NN=CC1N1CC(N(CC1)[C@@H](C)C1=C(C=C(C=C1)F)C(F)(F)F)=O)=O 4-chloro-5-[4-[(1S)-1-[4-fluoro-2-(trifluoromethyl)phenyl]ethyl]-3-oxopiperazin-1-yl]-2,3-dihydropyridazin-3-one